1H-silaindene [SiH2]1C=CC2=CC=CC=C12